1-mercapto-1,2,4-triazole SN1N=CN=C1